[Si](C)(C)(C(C)(C)C)OC(=C)C1=NC=C(C=C1)C(F)(F)F 2-(1-(tert-butyldimethylsilyloxy)vinyl)-5-(trifluoromethyl)pyridine